2-[(5-FORMYLFURAN-2-YL)(PROPAN-2-YL)AMINO]ACETAMIDE C(=O)C1=CC=C(O1)N(CC(=O)N)C(C)C